C1(CCC1)CN(C(OC(C)(C)C)=O)[C@H]1CN(CCC1)C1=CC=C(C=C1)C(C)NC(=O)C=1N=C2N(C(C1)=O)C=CC=C2 tert-butyl (cyclobutylmethyl)((3R)-1-(4-(1-(4-oxo-4H-pyrido[1,2-a]pyrimidine-2-carboxamido)ethyl)phenyl)piperidin-3-yl)carbamate